3-(7-methoxy-1-methyl-9H-pyrido[3,4-b]indol-9-yl)propyl piperazine-1-carboxylate N1(CCNCC1)C(=O)OCCCN1C2=C(C3=CC=C(C=C13)OC)C=CN=C2C